Cl.C(C)C1(NC(=NC=C1)N)N 4-ethylpyrimidine-2,4-diamine hydrochloride